C(C1=CC=CC=C1)N1CCC(CC1)CCNC(=O)C1CCN(CC1)C1=CC(=C(C=C1)OC(F)(F)F)F N-[2-(1-benzylpiperidin-4-yl)ethyl]-1-[3-fluoro-4-(trifluoromethoxy)phenyl]piperidine-4-carboxamide